CN1N=C(C(=C1)C1=CC2=C(N=CN=C2C=2C(=NN(C2)C2S(CC2)(=O)=O)C2=CC=C(C=C2)F)O1)C {4-[6-(1,3-dimethyl-1H-pyrazol-4-yl)furo[2,3-d]pyrimidin-4-yl]-3-(4-fluorophenyl)-1H-pyrazol-1-yl}-1λ6-thietane-1,1-dione